Ruthenium bromide [Ru](Br)(Br)Br